(1S,2R)- and (1R,2R)-aminoalcohol NO